NC1=C2C(=NC=N1)N(N=C2C=2NC1=CC=C(C=C1C2)O[Si](C)(C)C(C)(C)C)CC=2C=C1CCN(CC1=CC2)C(=O)OC(C)(C)C tert-butyl 6-((4-amino-3-(5-((tert-butyldimethylsilyl)oxy)-1H-indol-2-yl)-1H-pyrazolo[3,4-d]pyrimidin-1-yl)methyl)-3,4-dihydroisoquinoline-2(1H)-carboxylate